tert-butyl 5-(4,4,5,5-tetramethyl-1,3,2-dioxaborolan-2-yl)-3,3a,4,6a-tetrahydrocyclopenta[c]pyrrole-2(1H)-carboxylate CC1(OB(OC1(C)C)C=1CC2C(CN(C2)C(=O)OC(C)(C)C)C1)C